N=[SH2](C)C Imino-dimethyl-lambda6-sulfane